BrC1=C(C(=C(C(=C1)F)OC)F)F 1-bromo-2,3,5-trifluoro-4-methoxybenzene